S-(5-(2,4-dioxo-3-((2-(trimethylsilyl)ethoxy)methyl)imidazolidin-1-yl)pentyl) ethanethioate C(C)(SCCCCCN1C(N(C(C1)=O)COCC[Si](C)(C)C)=O)=O